C(C)OC(CCC(=O)C1=NC(=CC=C1O)C1=CC=C(C=C1)OC)=O 4-[3-Hydroxy-6-(4-methoxy-phenyl)-pyridin-2-yl]-4-oxo-butyric acid ethyl ester